C1(CCCCC1)[C@@H](C(=O)N1C2CN(CC1C2)C(=O)C=2N(C1=CC(=C(C=C1C2)F)F)C)NC([C@H](C)NC)=O (2S)-N-((1S)-1-cyclohexyl-2-(3-((5,6-difluoro-1-methyl-1H-indol-2-yl)carbonyl)-3,6-diazabicyclo[3.1.1]heptan-6-yl)-2-oxoethyl)-2-(methylamino)propanamide